[5-(5-fluoro-2-methoxypyridin-4-yl)-1H-pyrazole-3-carbonyl]piperidine-4-carboxylic acid FC=1C(=CC(=NC1)OC)C1=CC(=NN1)C(=O)N1CCC(CC1)C(=O)O